2-(5-((E)-((1S,2S,5S,6R)-2-fluoro-6-methoxy-8-azabicyclo[3.2.1]octan-3-ylidene)methyl)pyrazin-2-yl)-5-(1H-imidazol-1-yl)phenol F[C@@H]\1[C@@H]2C[C@H]([C@H](C/C1=C\C=1N=CC(=NC1)C1=C(C=C(C=C1)N1C=NC=C1)O)N2)OC